hippuryl-L-histidine C(CNC(=O)C1=CC=CC=C1)(=O)N[C@@H](CC1=CNC=N1)C(=O)O